(2R,3S,5S)-5-(6-(cyclopropylamino)-2-fluoro-9H-purin-9-yl)-2-ethynyl-2-(hydroxymethyl)tetrahydrofuran-3-ol C1(CC1)NC1=C2N=CN(C2=NC(=N1)F)[C@@H]1C[C@@H]([C@](O1)(CO)C#C)O